NC1=C(C=NN1C)C(=O)OC methyl 5-amino-1-methyl-1H-pyrazole-4-carboxylate